(S)-α-Carboxy-2,3-dihydro-N,N,N-trimethyl-2-thioxo-1H-imidazole-4-ethanaminium C(=O)(O)[C@H](CC=1NC(NC1)=S)[N+](C)(C)C